C(C)OC(=O)C1=C(N2C(S1)=CC(=N2)C)C(C)C 3-isopropyl-6-methyl-pyrazolo[5,1-b]thiazole-2-carboxylic acid ethyl ester